FC1=CC=C(C=C1)C#CC1=NC=CC=C1 2-((4-fluorophenyl)ethynyl)pyridine